(S)-8-(3-((1,4-diazepan-1-yl)sulfonyl)phenyl)-N-(7-(pyrrolidin-1-yl)-6,7,8,9-tetrahydro-5H-benzo[7]annulen-2-yl)quinazolin-2-amine hydrochloride Cl.N1(CCNCCC1)S(=O)(=O)C=1C=C(C=CC1)C=1C=CC=C2C=NC(=NC12)NC=1C=CC2=C(CC[C@H](CC2)N2CCCC2)C1